2-(2-(1-(Cyclopropylsulfonyl)-1H-pyrazol-4-yl)pyrimidin-4-yl)-N4-((1s,4s)-4-((dimethylamino)methyl)cyclohexyl)-5-(1-methyl-1H-pyrazol-3-yl)pyridine-2,4-diamine C1(CC1)S(=O)(=O)N1N=CC(=C1)C1=NC=CC(=N1)C1(NC=C(C(=C1)NC1CCC(CC1)CN(C)C)C1=NN(C=C1)C)N